(2S,5R)-trans-2-isopropyl-5-methylcyclohexanone C(C)(C)[C@H]1C(C[C@@H](CC1)C)=O